CNC(OC1=C(C=C(C=C1)\C=C\C=C\C(=O)C1=NC2=CC=C(C=C2C=C1)OC)C(C)(C)C)=O Tert-butyl(4-((1E,3E)-5-(6-methoxyquinolin-2-yl)-5-oxopenta-1,3-dien-1-yl)phenyl) (methyl)carbamate